3H-imidazo[4,5-b]pyridin-7-amine N1=CNC2=NC=CC(=C21)N